2-propyl-5,6,7,8-tetrahydro-10H-oxazolo[5,4-D]pyrido[1,2-a]pyrimidine-10-one C(CC)C=1OC=2N=C3N(C(C2N1)=O)CCCC3